2-((1R,2r,3S,4''S,5S,5's,7S)-5-((3-((tert-butoxycarbonyl)amino)propyl)carbamoyl)dispiro[adamantane-2,3'-[1,2,4]trioxolane-5',1''-cyclohexan]-4''-yl)acetic acid C(C)(C)(C)OC(=O)NCCCNC(=O)C12C[C@@H]3CC(C1)C[C@H](C2)C32OOC3(CCC(CC3)CC(=O)O)O2